FC=1C(=C(C=CC1)C=1C=CC=2N(C1)C(=CN2)CN(C)C)OCCC=2C(=NN(C2C)C)C [(6-{3-fluoro-2-[2-(1,3,5-trimethyl-1H-pyrazol-4-yl)ethoxy]phenyl}imidazo[1,2-a]pyridin-3-yl)methyl]dimethylamine